Ethyl 5-(6-cyclopropyl-2-fluoropyridin-3-yl)-1-(oxan-4-yl)pyrazole-4-carboxylate C1(CC1)C1=CC=C(C(=N1)F)C1=C(C=NN1C1CCOCC1)C(=O)OCC